C(C)(C)(C)N1N=NC(=C1)C(=O)NCC1=C(C(=C(C=C1)C1=C(C=NC=C1)OCC1N(CCC1)C(=O)OCC1=CC=CC=C1)F)C benzyl 2-(((4-(4-((1-(tert-butyl)-1H-1,2,3-triazole-4-carboxamido)methyl)-2-fluoro-3-methylphenyl)pyridin-3-yl)oxy)methyl)pyrrolidine-1-carboxylate